C(C)(C)(C)NC1=NC=CC2=C1C[C@@H]1CC[C@H]2N1C(=O)NC1=CC(=C(C=C1)Cl)Cl (5R,8S)-1-(tert-butylamino)-N-(3,4-dichlorophenyl)-6,7,8,9-tetrahydro-5H-5,8-epimino-cyclohepta[c]pyridine-10-carboxamide